1-(6-amino-5-nitro-2-pyridyl)azetidin-3-ol NC1=C(C=CC(=N1)N1CC(C1)O)[N+](=O)[O-]